N-(2-methylphenyl)-4-hydroxybenzamide CC1=C(C=CC=C1)NC(C1=CC=C(C=C1)O)=O